C(CCC)C(C)C=1NC=C[NH+]1 1-butyl-3-e-ethylimidazolium